ClC=1C=C(C=CC1F)C(C=1NC(=C(N1)S(=O)(=O)NCC=C)C=C)C1=CC(=C(C=C1)F)Cl 2-[bis(3-chloro-4-fluorophenyl)methyl]-5-ethenyl-N-(prop-2-en-1-yl)-1H-imidazole-4-sulfonamide